C(=O)OCCNC=1N=C2C=C(C(=CC2=C2CCCCC12)OC)OCCCN1CCCC1 2-({2-methoxy-3-[3-(pyrrolidin-1-yl)propoxy]-7,8,9,10-tetrahydrophenanthridin-6-yl}amino)ethan-1-ol formate